2-(tetrahydro-2H-pyran-2-yloxy)propanamide O1C(CCCC1)OC(C(=O)N)C